1-hexyl-1,2-dihydro-2-oxo-3H-indol C(CCCCC)N1C(CC2=CC=CC=C12)=O